5-chloro-1-(2-chloroethyl)-1H-pyrazol-4-amine ClC1=C(C=NN1CCCl)N